C(C)(C)(C)OC(=O)N1CC(OCC1)CNC(=O)C=1C=2C[C@H]3[C@@H](C2N(N1)C1=C(C=C(C=C1)F)F)C3 2-({[(1aS,5aS)-2-(2,4-Difluoro-phenyl)-1a,2,5,5a-tetrahydro-1H-2,3-diaza-cyclopropa[a]pentalene-4-carbonyl]-amino}-methyl)-morpholine-4-carboxylic acid tert-butyl ester